C(CC=C)(=O)N but-3-eneamide